3-(5-(1-amino-3,6,9,12-tetraoxapentadecan-15-yl)-3-methyl-2-oxo-2,3-dihydro-1H-benzo[d]imidazol-1-yl)piperidine-2,6-dione NCCOCCOCCOCCOCCCC1=CC2=C(N(C(N2C)=O)C2C(NC(CC2)=O)=O)C=C1